ClC1=CC(=NC(=C1O)Cl)C(=O)NC1=C2C(N(C=NC2=CC=C1)CC=1C(=NC=CC1)F)=O 4,6-dichloro-N-{3-[(2-fluoropyridin-3-yl)methyl]-4-oxo-3,4-dihydroquinazolin-5-yl}-5-hydroxypyridine-2-carboxamide